2-(4-hydroxycyclohexyl)-4-methylmorpholine OC1CCC(CC1)C1CN(CCO1)C